OC(C)(C)C1CCN(CC1)C1=CC=C(C=C1)NC(=O)C=1C(NC=CC1NC1=C(C2=C(OCCN2)N=C1)C)=O N-(4-(4-(2-hydroxypropan-2-yl)piperidin-1-yl)phenyl)-4-((8-methyl-2,3-dihydro-1H-pyrido[2,3-b][1,4]oxazin-7-yl)amino)-2-oxo-1,2-dihydropyridine-3-carboxamide